5-((5-(3-(5-ethyloxazol-2-yl)cyclopentyl)-1H-pyrazol-3-yl)amino)-4-fluoro-1,3-dihydrobenzo[c]isothiazole 2,2-dioxide C(C)C1=CN=C(O1)C1CC(CC1)C1=CC(=NN1)NC1=C(C2=C(NS(C2)(=O)=O)C=C1)F